bis(1,2-dimethylpropylthio)silane CC(C(C)C)S[SiH2]SC(C(C)C)C